C(C)OC=1C(=C(C=CC1OC)C=1C=C(C=NC1)C1CB(OC1)O)F 4-(5-(3-ethoxy-2-fluoro-4-methoxyphenyl)pyridin-3-yl)-1,2-oxaborolan-2-ol